1-(1-methoxypropyl)-4-methyl-2-nitrobenzene COC(CC)C1=C(C=C(C=C1)C)[N+](=O)[O-]